1-aminoxylose NC(=O)[C@H](O)[C@@H](O)[C@H](O)CO